C(C)OC(=O)C=1OC2=C(C1C)C=C(C=C2)S(N(CCC2=CC=CC=C2)C2=C(C=CC=C2)N2CCN(CC2)C(C(CC)CC)=O)(=O)=O 5-(N-(2-(4-(2-ethylbutyryl)piperazin-1-yl)phenyl)-N-phenethylsulfamoyl)3-methylbenzofuran-2-carboxylic acid ethyl ester